2-isopropyl-6-(6-methoxypyridin-2-yl)-N4-(3-(methylsulfonyl)phenyl)-1,3,5-triazine-2,4-diamine C(C)(C)C1(NC(=NC(=N1)NC1=CC(=CC=C1)S(=O)(=O)C)C1=NC(=CC=C1)OC)N